C(C)C(C(=O)O)(CC)C.C[SiH]1N([SiH](N([SiH](N1C1=CC=CC=C1)C)C1=CC=CC=C1)C)C1=CC=CC=C1 trimethyl-triphenyl-cyclotrisilazane Ethylmethyl-butyrate